(Z)-5-((1H-pyrrolo[2,3-c]pyridin-3-yl)methylene)-3-isopropyloxazolidine-2,4-dione N1C=C(C=2C1=CN=CC2)\C=C/2\C(N(C(O2)=O)C(C)C)=O